[3-(5-bromo-2-iodo-1H-indol-3-yl)-2,2-dimethyl-propoxy]-tert-butyl-diphenyl-silane BrC=1C=C2C(=C(NC2=CC1)I)CC(CO[Si](C1=CC=CC=C1)(C1=CC=CC=C1)C(C)(C)C)(C)C